C(C(C)C)NC1C(CCCC1)N N-isobutylcyclohexane-1,2-diamine